FC1=C(C=CC=C1)C=1C(=C(C=CC1)COC1=CC(=C(C=O)C=C1)O)C 4-({[3-(2-fluorophenyl)-2-methylphenyl]methyl}oxy)-2-hydroxybenzaldehyde